C(C)(=O)OC(C)C=CC(C)OC(C)=O hex-3-en-2,5-diyl diacetate